4-(2,6-difluoropyridin-3-yl)-2-(morpholin-4-yl)-8-(1H-pyrazol-5-yl)-1,7-naphthyridine FC1=NC(=CC=C1C1=CC(=NC2=C(N=CC=C12)C1=CC=NN1)N1CCOCC1)F